(R)-2-Methyl-N-((R)-1-(3-methylbenzo[d]isoxazol-5-yl)ethyl)propane-2-sulfinamide CC(C)(C)[S@@](=O)N[C@H](C)C=1C=CC2=C(C(=NO2)C)C1